ClC1=C(C=CC=C1)CNC1=CC=CC(=N1)S(=O)(=O)NC(=O)C=1C(=NC=CC1)N1C(CC(C1)C)(C)C N-[[6-[(2-Chlorophenyl)methylamino]-2-pyridyl]sulfonyl]-2-(2,2,4-trimethylpyrrolidin-1-yl)pyridin-3-carboxamid